C(C)C1=CC=C(C=N1)OC1=CC=C(C=C1)C1(C(NC(NC1=O)=O)=O)N1CCC2(CN(C2)CCO)CC1 5-[4-[(6-ethyl-3-pyridyl)oxy]phenyl]-5-[2-(2-hydroxyethyl)-2,7-diazaspiro[3.5]nonan-7-yl]hexahydropyrimidine-2,4,6-trione